COC(=O)C=1N(C2=C(C=C(C=C2C(C1)=C=O)F)OC)C 6-fluoro-8-methoxy-1-methyl-4-carbonyl-1,4-dihydroquinoline-2-carboxylic acid methyl ester